CN(C)CCCOC N,N-dimethyl-3-methoxypropylamine